3,5-dimethylpyridine CC=1C=NC=C(C1)C